C1(CCC1)C1=CC=C(C=C1)[C@@](C=1C=C(C=NC1)C1=NOC(=N1)C(C)(C)O)(O)C1(CN(C1)C)C 2-(3-{5-[(R)-(4-cyclobutyl-phenyl)-(1,3-dimethyl-azetidin-3-yl)-hydroxy-methyl]-pyridin-3-yl}-[1,2,4]Oxadiazol-5-yl)-propan-2-ol